C1(CC1)C1=NN(C=N1)C1CC2(CN(C2)C(=O)N2CC(C2)NCC2=C(C=C(C=C2)C(F)(F)F)F)C1 [6-(3-cyclopropyl-1,2,4-triazol-1-yl)-2-azaspiro[3.3]heptan-2-yl]-[3-[[2-fluoro-4-(trifluoromethyl)benzyl]amino]azetidin-1-yl]methanone